3-(2-n-butylphenyl)propanenitrile C(CCC)C1=C(C=CC=C1)CCC#N